4-[3-[2,6-dichloro-4-(2,2-difluoro-5-azaspiro[2.3]hexan-5-yl)benzoyl]-2,4-dihydro-1,3-benzoxazine-8-yl]-5-fluoro-2-(3-oxa-8-azabicyclo[3.2.1]octan-8-yl)benzoic acid ClC1=C(C(=O)N2COC3=C(C2)C=CC=C3C3=CC(=C(C(=O)O)C=C3F)N3C2COCC3CC2)C(=CC(=C1)N1CC2(C(C2)(F)F)C1)Cl